tert-butyl 4-((1-(2-(2,6-dioxopiperidin-3-yl)-1-oxoisoindolin-5-yl) piperidin-4-yl) oxy)-piperidine-1-carboxylate O=C1NC(CCC1N1C(C2=CC=C(C=C2C1)N1CCC(CC1)OC1CCN(CC1)C(=O)OC(C)(C)C)=O)=O